C(C)N(C(OC1=C(C(=NC=2N1C1=C(N2)C=CC=C1)C(C)CC)CC)=O)CC 2-(sec-Butyl)-3-ethylbenzo[4,5]imidazo[1,2-a]pyrimidin-4-yl diethylcarbamate